2,3,5-trimethylhydroquinone diacetate C(C)(=O)O.C(C)(=O)O.CC1=C(O)C=C(C(=C1C)O)C